BrC=1C=CC=2N(C1)C=C(N2)Cl 6-Bromo-2-chloroimidazo[1,2-a]pyridine